COC(C(=O)N)OC dimethoxyacetamide